N=1C=CN2C1C=CC(=C2)C=2C=CN1N=C(N=CC12)NC1CC(C1)O 3-((5-(imidazo[1,2-a]pyridin-6-yl)pyrrolo[2,1-f][1,2,4]triazin-2-yl)amino)cyclobutan-1-ol